FC(OC1=CC=CC=2C(N(C3C=CC(C21)C3)C)=O)F 7-(difluoromethoxy)-2-methyl-3,6-dihydro-3,6-methanobenzo[c]azocin-1(2H)-one